trans-1,2-dichloroethene Cl\C=C\Cl